3-(fluorosulfonyl)-benzoic acid FS(=O)(=O)C=1C=C(C(=O)O)C=CC1